CC(CNCCCN)C(C)C N-(2,3-dimethylbutyl)propane-1,3-diamine